COC=1C(=NC=C(N1)C)N 3-methoxy-5-methylpyrazine-2-Amine